S1C(=CC=C1)C1=CC=C(C=C1)C=1C=NC2=CC=CC=C2C1 3-(4-thienyl-phenyl)-quinoline